3-Fluoro-N4-(3-(trifluoromethyl)benzyl)benzene-1,2,4-triamine FC1=C(C(=CC=C1NCC1=CC(=CC=C1)C(F)(F)F)N)N